(-)-6-{[trans,trans-4-[3-(2-hydroxyethoxy)phenyl]-2-methylpiperidin-3-yl]Methoxy}-2,3-dihydro-1H-isoindol-1-one OCCOC=1C=C(C=CC1)C1C(C(NCC1)C)COC1=CC=C2CNC(C2=C1)=O